(8-(4,4-Difluoropiperidin-1-yl)-3-methylimidazo[1,2-a]pyridin-6-yl)carbamic acid tert-butyl ester C(C)(C)(C)OC(NC=1C=C(C=2N(C1)C(=CN2)C)N2CCC(CC2)(F)F)=O